C(C)(C)(C)OC(=O)N1CC2=C(CC1)N(N=C2C(=O)O)COCC[Si](C)(C)C 5-[(tert-butoxy)carbonyl]-1-{[2-(trimethylsilyl)ethoxy]methyl}-1H,4H,5H,6H,7H-pyrazolo[4,3-c]pyridine-3-carboxylic acid